Tert-butyl N-[3-[2-[2-[2-(1,3-dioxoisoindolin-2-yl)-1-methyl-ethoxy]ethoxy]ethoxy]-2-fluoro-propyl]carbamate O=C1N(C(C2=CC=CC=C12)=O)CC(OCCOCCOCC(CNC(OC(C)(C)C)=O)F)C